Br[Mg]CCCC bromo(butyl)magnesium